(4-(3-oxa-8-azabicyclo[3.2.1]octane-8-carbonyl)-2-ethoxyphenyl)((3S,4S)-4-(3,4-dihydroisoquinolin-2(1H)-yl)-3-hydroxypiperidin-1-yl)methanone C12COCC(CC1)N2C(=O)C2=CC(=C(C=C2)C(=O)N2C[C@@H]([C@H](CC2)N2CC1=CC=CC=C1CC2)O)OCC